tert-butyl 4-[4-(2,4-dioxohexahydropyrimidin-1-yl)-2-fluorosulfonyloxy-phenyl]piperidine-1-carboxylate O=C1N(CCC(N1)=O)C1=CC(=C(C=C1)C1CCN(CC1)C(=O)OC(C)(C)C)OS(=O)(=O)F